4-(((3R,4R)-3-methoxy-1-methylpiperidin-4-yl)amino)-N-((R)-1-(2-methyl-3-(trifluoromethyl)phenyl)ethyl)-6-oxo-1-(tetrahydro-2H-pyran-4-yl)-1,6-dihydropyridine-3-carboxamide CO[C@@H]1CN(CC[C@H]1NC=1C(=CN(C(C1)=O)C1CCOCC1)C(=O)N[C@H](C)C1=C(C(=CC=C1)C(F)(F)F)C)C